C1(=CC=CC=C1)C1=NC2=C(N1CC(=O)O)C=CC=C2 2-(2-phenyl-1H-benzimidazol-1-yl)acetic acid